3-[5-chloro-4-(trifluoromethyl)piperidin-2-yl]-4-hydroxy-1-methylimidazoline ClC1C(CC(NC1)N1CN(CC1O)C)C(F)(F)F